C(CCC)P([O-])(=O)CC.C(CCC)P([O-])(=O)CC.[Fe+2] ferrous bis(butyl-ethyl-phosphinate)